2-(3,4,6,7,8,8a-hexahydro-1H-pyrrolo[1,2-a]pyrazin-2-yl)ethyl 4-[[4-[[2-(6-methyl-2-pyridyl)pyrimidin-4-yl]amino]pyrimidin-2-yl]amino]thiophene-2-carboxylate CC1=CC=CC(=N1)C1=NC=CC(=N1)NC1=NC(=NC=C1)NC=1C=C(SC1)C(=O)OCCN1CC2N(CC1)CCC2